ClC1=NC(=C2N=CN(C2=N1)C(C)C)NCC1=C(C=CC=C1)C=1C=NN(C1)C1=CC(=NC=C1)F 2-chloro-N-(2-(1-(2-fluoropyridin-4-yl)-1H-pyrazol-4-yl)benzyl)-9-isopropyl-9H-purin-6-amine